ClC1=NC(=NC(=C1F)OC)C1=NN(C(=C1)C1=NOC=C1)CC1=C(C=CC=C1)F 3-(3-(4-chloro-5-fluoro-6-methoxypyrimidin-2-yl)-1-(2-fluorobenzyl)-1H-pyrazol-5-yl)isoxazole